5-(1-(2,2-difluoroethyl)-2-methyl-1H-imidazo[4,5-b]pyridin-6-yl)-4-methoxy-N-(cis-4-(trifluoromethoxy)cyclohexyl)-7H-pyrrolo[2,3-d]pyrimidin-2-amine FC(CN1C(=NC2=NC=C(C=C21)C2=CNC=1N=C(N=C(C12)OC)N[C@@H]1CC[C@@H](CC1)OC(F)(F)F)C)F